C(C)OC(CCC=CC1=C2C=CN(C2=CC=C1)S(=O)(=O)C1=CC=C(C)C=C1)=O 5-(1-tosyl-1H-indol-4-yl)pent-4-enoic acid ethyl ester